C(C)(C)(C)OC(=O)N1[C@@H](CCC1)C=1C=C(C=C2CCN(CC12)C(=O)C=1C=NN(C1)C(F)F)C=1C=C2C(=NC1)NC=C2C (S)-2-[2-(1-(difluoromethyl)-1H-pyrazole-4-carbonyl)-6-(3-methyl-1H-pyrrolo[2,3-b]pyridin-5-yl)-1,2,3,4-tetrahydroisoquinolin-8-yl]pyrrolidine-1-carboxylic acid tert-butyl ester